Ethyl 2-(4-((3-(2,6-difluorophenyl)-8-oxo-7,8-dihydroimidazo[1,5-a]pyrazin-1-yl) amino) phenyl)-2-methylpropionate FC1=C(C(=CC=C1)F)C1=NC(=C2N1C=CNC2=O)NC2=CC=C(C=C2)C(C(=O)OCC)(C)C